4-bromo-1-(4-methanesulfonylphenoxy)-2-nitrobenzene BrC1=CC(=C(C=C1)OC1=CC=C(C=C1)S(=O)(=O)C)[N+](=O)[O-]